ClC=1C=C2C(=NC=NC2=CC1C1=C(C=CC=C1F)F)N1CCN(CC1)C(C=C)=O 1-(4-(6-chloro-7-(2,6-difluorophenyl)quinazolin-4-yl)piperazin-1-yl)prop-2-en-1-one